[Si]([O-])([O-])([O-])O.[Na+].[Fe+2] iron-sodium silicate